NCC=1C=C(COC2=CC=C(C=C2)NC(=O)NCC=2C=C3CN(C(C3=CC2)=O)C2C(NC(CC2)=O)=O)C=CC1 1-(4-((3-(aminomethyl)benzyl)oxy)phenyl)-3-((2-(2,6-dioxopiperidin-3-yl)-1-oxoisoindolin-5-yl)methyl)urea